N,N-diallyldimethyl-ammonium C(C=C)[N+](CC=C)(C)C